6-(2-bromophenyl)-1-(4-methoxybenzyl)piperidin-3-ol BrC1=C(C=CC=C1)C1CCC(CN1CC1=CC=C(C=C1)OC)O